C[C@@]1(C=C)CCC([C@](CCC=C(C)C)(O)C)O1 |o1:1,7| rel-(3S,7S)-3,7,11-trimethyl-3,6-epoxy-1,10-dodecadien-7-ol